3,5-bis(1-methyl-1H-pyrazol-4-yl)thieno[3,2-b]pyridine CN1N=CC(=C1)C1=CSC=2C1=NC(=CC2)C=2C=NN(C2)C